BrC(C)C=1C=2C3=C(N(C(C2C=C(C1)C)=O)C)N(N=C3)C3CN(CCC3)C(=O)OCC3=CC=CC=C3 benzyl 3-[9-(1-bromoethyl)-4,7-dimethyl-5-oxo-pyrazolo[3,4-c]isoquinolin-3-yl]piperidine-1-carboxylate